C(#C)C=1C=CC=C2C=CC=C(C12)C1=CC=C2C(=NC(=NC2=C1F)OC[C@]12CCCN2C[C@@H](C1)F)N1[C@H](CN(CC1)C(=O)OC(C)(C)C)C tert-Butyl (S)-4-(7-(8-ethynylnaphthalen-1-yl)-8-fluoro-2-(((2R,7aS)-2-fluorotetrahydro-1H-pyrrolizin-7a(5H)-yl)methoxy)quinazolin-4-yl)-3-methylpiperazine-1-carboxylate